thiazolyl phenyl ketone C1(=CC=CC=C1)C(=O)C=1SC=CN1